COC(=O)C1=CC=C2C(=N1)N(C=N2)CC2=CN=CN2CC 3-((1-Ethyl-1H-imidazol-5-yl)methyl)-3H-imidazolo[4,5-b]pyridine-5-carboxylic acid methyl ester